ClC=1C=C(OCC(=O)Cl)C=C(C1CC1=CC(=C(C=C1)O)C(C)C)Cl 2-(3,5-dichloro-4-(4-hydroxy-3-isopropylbenzyl)phenoxy)acetyl chloride